CN1CCC(CC1)NC=1C=2C=CN(C2C=C(C1)B1OC(C(O1)(C)C)(C)C)CC(F)(F)F N-(1-methyl-4-piperidyl)-6-(4,4,5,5-tetramethyl-1,3,2-dioxaborolan-2-yl)-1-(2,2,2-trifluoroethyl)indol-4-amine